2-(piperidin-4-yl)-5,6-dihydrobenzo[d]thiazol-7(4H)-one N1CCC(CC1)C=1SC2=C(N1)CCCC2=O